C(#N)N1NN=C(C(=N1)C=1OC=CC1)C(F)(F)F 3-cyano-5-(2-furyl)-6-(trifluoromethyl)-1,2,4-triazazine